cerium-aluminium borate B([O-])([O-])[O-].[Al+3].[Ce+3].B([O-])([O-])[O-]